3,4-bis(4-(diphenylamino)phenyl)-7H-benzo[de]benzo[4,5]imidazo[2,1-a]isoquinoline C1(=CC=CC=C1)N(C1=CC=C(C=C1)C1=C2C=3C(CN4C(C3C=C1)=NC1=C4C=CC=C1)=CC=C2C2=CC=C(C=C2)N(C2=CC=CC=C2)C2=CC=CC=C2)C2=CC=CC=C2